C(C)(C)(C)OC(=O)N1C(C(CCC1)N1C(C2=CC=C(C=C2C1=O)F)=O)=O.N1=CC=C(C2=CN=CC=C12)NC1=CC=C(C(=O)NC2=CC(=CC=C2)NC2=CC=NC=C2)C=C1 4-((1,6-naphthyridin-4-yl)amino)-N-(3-(pyridin-4-ylamino)phenyl)benzamide tert-butyl-3-(5-fluoro-1,3-dioxo-2,3-dihydro-1H-isoindol-2-yl)-2-oxopiperidine-1-carboxylate